C(C)OC(C(=C)C)=O.CNS(=O)(=O)C(C(C(C(F)(F)F)(F)F)(F)F)(F)F N-methyl-perfluorobutyl-sulfonamide ethyl-methacrylate